rel-5-{4-[(1R)-1-(2-ethyl-5-fluoro-3-oxo-4H-quinoxalin-6-yl)ethyl]piperazin-1-yl}-N-methylpyridine-2-carboxamide C(C)C1=NC2=CC=C(C(=C2NC1=O)F)[C@@H](C)N1CCN(CC1)C=1C=CC(=NC1)C(=O)NC |o1:14|